4-(1-(1-(5,7-difluoroquinolin-6-yl)ethyl)-1H-imidazo[4,5-b]pyrazin-6-yl)aniline FC1=C2C=CC=NC2=CC(=C1C(C)N1C=NC=2C1=NC(=CN2)C2=CC=C(N)C=C2)F